N-((1s,3s)-3-(6-((4-(3-(4-(2-((2-(2,6-dioxopiperidin-3-yl)-1,3-Dioxoisoindolin-5-yl)oxy)acetyl)piperazin-1-yl)propoxy)benzyl)amino)-9H-purin-9-yl)cyclobutyl)-6-methylpicolinamide O=C1NC(CC[C@@H]1N1C(C2=CC=C(C=C2C1=O)OCC(=O)N1CCN(CC1)CCCOC1=CC=C(CNC2=C3N=CN(C3=NC=N2)C2CC(C2)NC(C2=NC(=CC=C2)C)=O)C=C1)=O)=O